FC1=C(CNCC1)C(=O)N1CCN(CC1)C1=NC=C(C=N1)C(F)(F)F (4-fluoro-1,2,5,6-tetrahydropyridin-3-yl)(4-(5-(trifluoromethyl)pyrimidin-2-yl)piperazin-1-yl)methanone